2,4,4-trimethyl-pentanesulfonic acid CC(CS(=O)(=O)O)CC(C)(C)C